2-(methylsulfonyl)ethane-1-sulfonamide CS(=O)(=O)CCS(=O)(=O)N